ON1C(C(=C(C=C1C)C)C)=O 1-hydroxy-3,4,6-trimethyl-pyridin-2-one